S-D-lactoyl-glutathione C([C@H](O)C)(=O)SC[C@H](NC(CC[C@H](N)C(=O)O)=O)C(=O)NCC(=O)O